1-[(4-isobutyl-5-oxo-morpholin-2-yl)methyl]-4-methyl-5-[[2-[6-(2,2,2-trifluoroethyl)quinazolin-4-yl]-2,7-diazaspiro[3.5]nonan-7-yl]methyl]indole-2-carbonitrile C(C(C)C)N1CC(OCC1=O)CN1C(=CC2=C(C(=CC=C12)CN1CCC2(CN(C2)C2=NC=NC3=CC=C(C=C23)CC(F)(F)F)CC1)C)C#N